OCC#CC1=CC=C(C(=O)OC)C=C1 methyl 4-(3-hydroxyprop-1-yn-1-yl)benzoate